FC(N1N=NC(=C1)C(=O)O)(F)F 1-(trifluoromethyl)-1H-1,2,3-triazole-4-carboxylic acid